C(C)OC(NC1=C(C=C(C=C1)C(C)NC1=CC=C(C=C1)C(F)(F)F)N)=O {2-Amino-4-[1-(4-trifluoromethylphenylamino)ethyl]phenyl}carbamic acid ethyl ester